C(C)(C)(C)OC(=O)N1CC2=CC(=C(C=C2C1)Br)C=O 5-bromo-6-formyl-2,3-dihydro-1H-isoindole-2-carboxylic acid tert-butyl ester